(2-(tert-butoxycarbonyl)-2-azaspiro[3.4]octane-5-yl)acetic acid C(C)(C)(C)OC(=O)N1CC2(C1)C(CCC2)CC(=O)O